norbornyl perfluoroethoxyethyl-sulfonate FC(C(OC(C(F)(F)F)(F)F)(F)F)(S(=O)(=O)OC12CCC(CC1)C2)F